COC=1C=C(C=CC1OC)C1(CC1)C#N 1-(3,4-dimethoxyphenyl)cyclopropanecarbonitrile